iron lithium phosphorus carbon [C].[P].[Li].[Fe]